3-bromo-2-fluoro-5-(4-fluorobenzyl)pyridine BrC=1C(=NC=C(C1)CC1=CC=C(C=C1)F)F